2-(((2S,4a'R,7'R,8'S,8a'R)-2',2'-dimethyl-8'-(4-(3,4,5-trifluorophenyl)-1H-1,2,3-triazol-1-yl)hexahydro-3H,4'H-spiro[furan-2,6'-pyrano[3,2-d][1,3]dioxine]-7'-yl)oxy)propanoic acid CC1(OC[C@@H]2[C@H](O1)[C@@H]([C@H]([C@]1(O2)OCCC1)OC(C(=O)O)C)N1N=NC(=C1)C1=CC(=C(C(=C1)F)F)F)C